5-(1-(3,3-difluorocyclobutyl)-2-methyl-1H-imidazo[4,5-b]pyridin-6-yl)-N-(3,3,3-trifluoropropyl)pyrrolo[2,1-f][1,2,4]triazin-2-amine FC1(CC(C1)N1C(=NC2=NC=C(C=C21)C=2C=CN1N=C(N=CC12)NCCC(F)(F)F)C)F